N'-(4-iodo-2-(6-azaspiro[2.5]octane-6-yl)benzoyl)-6-methyl-Pyrimidine-4-carbohydrazide IC1=CC(=C(C(=O)NNC(=O)C2=NC=NC(=C2)C)C=C1)N1CCC2(CC2)CC1